C1(=CC=CC=C1)N1CCCC1 1-phenylpyrrolidine